1-Butoxy-2-propanol C(CCC)OCC(C)O